ClC1=CC=CC2=C1OC1=C2C=2C=CC=CC2C=C1 8-chloro-benzo[b]naphtho[1,2-d]furan